2-(4-((3,5-Bis(trifluoromethyl)phenyl)sulfonamido)phenyl)-N-methyl-1,5-naphthyridine-4-carboxamide FC(C=1C=C(C=C(C1)C(F)(F)F)S(=O)(=O)NC1=CC=C(C=C1)C1=NC2=CC=CN=C2C(=C1)C(=O)NC)(F)F